2,4,7-trimethyl-4-(4-methylpyridin-3-yl)oct-6-enal CC(C=O)CC(CC=C(C)C)(C=1C=NC=CC1C)C